1-(5-amino-6-fluoro-2,3-dihydro-1H-isoindol-2-yl)-2,2,2-trifluoroethan-1-one NC=1C=C2CN(CC2=CC1F)C(C(F)(F)F)=O